6-(2,4-difluorophenyl)-2-(6-fluoropyridin-3-yloxymethyl)imidazo[1,2-a]pyrimidine FC1=C(C=CC(=C1)F)C=1C=NC=2N(C1)C=C(N2)COC=2C=NC(=CC2)F